2,3,4-trifluorophenyl-acetaldehyde FC1=C(C=CC(=C1F)F)CC=O